COC1=CC=C(CN2C(CC=3C=4N(C(=NC32)C=3OC(=CC3)C)N=C(N4)C)=O)C=C1 7-(4-methoxybenzyl)-2-methyl-5-(5-methylfuran-2-yl)-7,9-dihydro-8H-pyrrolo[3,2-e][1,2,4]triazolo[1,5-c]pyrimidin-8-one